CS(=O)(=O)OCC=1C=NC(=CC1C(F)(F)F)Cl (6-chloro-4-(trifluoromethyl)pyridin-3-yl)methyl methanesulfonate